5'-chloro-2'-{[(2-hydroxyethyl)(propan-2-yl)amino]methyl}-7',8'-dihydro-6'H-spiro[cyclohexane-1,9'-furo[2,3-f]quinazoline]-7'-one ClC=1C=C2C(=C3C4(NC(NC13)=O)CCCCC4)OC(=C2)CN(C(C)C)CCO